C(#C)C=1C(=CC=C2C=C(C=C(C12)C1=C(C=2C3=C(N=C(C2C=N1)N1CC2CCC(C1)N2C(=O)OC(C)(C)C)C(N(C3)C)=O)F)OCOC)F tert-butyl 3-[8-[8-ethynyl-7-fluoro-3-(methoxymethoxy)-1-naphthyl]-9-fluoro-2-methyl-3-oxo-1H-pyrrolo[3,4-c][2,7]naphthyridin-5-yl]-3,8-diazabicyclo[3.2.1]octane-8-carboxylate